O1C(=CC=C1)C=1NC2=C(N1)C=CC=C2 Furanylbenzimidazole